11-(4-(cyclopropylsulfonyl)phenyl)-17-(1,1-difluoroprop-2-yn-1-yl)-13-methyl-7,8,9,11,12,13,14,15,16,17-decahydro-6H-cyclopenta[a]phenanthrene-3,17-diol C1(CC1)S(=O)(=O)C1=CC=C(C=C1)C1CC2(C(CCC2C2CCC=3C=C(C=CC3C12)O)(O)C(C#C)(F)F)C